FS(C1=CC=C(C=C1)N[C@@H]1CC[C@H](CC1)S(=O)(=O)C1=CC=C(C=C1)C=1C=CC=2N(C1)C(NN2)=O)(F)(F)(F)F 6-(4-{[trans-4-{[4-(pentafluoro-λ6-sulfanyl)phenyl]Amino}cyclohexyl]sulfonyl}phenyl)-2H,3H-[1,2,4]triazolo[4,3-a]pyridin-3-one